C(C)(C)(C)OC(=O)N(S(=O)(=O)C1=CC=C(C(=O)O)C=C1)CCN(C)C 4-(N-(tert-butoxycarbonyl)-N-(2-(dimethylamino)ethyl)sulfamoyl)benzoic acid